C1(CC1)C=1N=CN(C1)C=1C(=CC(=C(C(=O)NC2=CC=CC=3C=4N([C@H](COC32)CO)C=NN4)C1)F)C (S)-5-(4-cyclopropyl-1H-imidazol-1-yl)-2-fluoro-N-(5-(hydroxymethyl)5,6-dihydrobenzo[f][1,2,4]triazolo[4,3-d][1,4]oxazepin-8-yl)-4-methylbenzamide